C(C)C1=C2C=C(NC2=CC(=C1)F)C(=O)N(C)C1COCC=2NC(C=3C=C(C=CC3C21)F)=O 4-ethyl-6-fluoro-N-(8-fluoro-6-oxo-1,4,5,6-tetrahydro-2H-pyrano[3,4-c]isoquinolin-1-yl)-N-methyl-1H-indole-2-carboxamide